FC[C@@H]1[C@H]([C@@H]([C@H](O1)N1C(=NC=C1)[N+](=O)[O-])O)O 1-(5-fluoro-5-deoxy-α-D-arabinofuranosyl)-2-nitroimidazole